tert-butyl (8aS)-6-chloro-5-(2-oxo-2,3-dihydro-1H-benzimidazol-4-yl)-8a,9,11,12-tetrahydropyrazino[2',1':3,4][1,4]-oxazepino[5,6,7-de]quinazoline-10(8H)-carboxylate ClC1=C2C3=C(N=CN=C3C=C1C1=CC=CC=3NC(NC31)=O)N3[C@H](CO2)CN(CC3)C(=O)OC(C)(C)C